OC[C@@H]([C@@H](CCCCCCCCCCCCCCC)O)NC(CCCCCCCCCCCCCCC)=O N-[(2S,3R)-1,3-dihydroxy-octadecan-2-yl]hexadecanamide